C1(=CC=CC=C1)C1(C=C2C(OC1)C=1C=CC=CC1C1=C2C(C=2C=CC=CC21)(CCCC)O)C2=CC=CC=C2 2,2-diphenyl-13-hydroxy-13-butyl-2H,13H-indeno[1',2':4,3]naphtho[1,2-b]pyran